NN1C(C(=CC(=C1)Br)OC)C 1-amino-5-bromo-3-methoxy-2-methylpyridine